ClC=1C=CC=2N(N1)C(=CN2)C2=CN=CS2 5-(6-chloroimidazo[1,2-b]pyridazin-3-yl)thiazole